C(C)C1(C(CC(CC1)=O)=O)C 4-ethyl-4-methylcyclohexane-1,3-dione